N-((6-ethyl-1-methyl-1H-benzimidazol-7-yl)methyl)-3-fluoro-4-methoxybenzamide C(C)C=1C=CC2=C(N(C=N2)C)C1CNC(C1=CC(=C(C=C1)OC)F)=O